ClC1=C(OCCCOC2=NC=3N(C(N(C(C3N2C)=O)C)=O)C)C=CC(=C1)OC 8-(3-(2-chloro-4-methoxyphenoxy)propoxy)-1,3,7-trimethyl-3,7-dihydro-1H-purine-2,6-dione